1-(4-(morpholinomethyl)phenyl)-1,4-dihydrothiochromeno[4,3-c]pyrazole-3-carboxamide 5,5-dioxide O1CCN(CC1)CC1=CC=C(C=C1)N1N=C(C2=C1C=1C=CC=CC1S(C2)(=O)=O)C(=O)N